(4-fluorophenyl)-2-oxo-1,2-dihydropyridine-3-carboxylic acid FC1=CC=C(C=C1)N1C(C(=CC=C1)C(=O)O)=O